tetrahydro-1,5-naphthyridin N1CCCC2=NC=CC=C12